BrC=1C=C(C=C(C1)NCCO)NC(=O)NC1=C(C(=CC(=C1)Br)Br)CO 1-[3-bromo-5-(2-hydroxyethylamino)phenyl]-3-(3,5-dibromo-2-hydroxymethylphenyl)urea